BrC1=CC(=C(C=C1F)CC(=O)NC1=C(C=C(C(=O)OC)C=C1)NCC(C)(C)OC)F Methyl 4-[[2-(4-bromo-2,5-difluorophenyl)acetyl] amino]-3-[(2-methoxy-2-methylpropyl)amino]benzoate